NN[C@@H](CCC(N)=O)C(=O)O N-aminoglutamine